FC(OC=1C=C(C=CC1)C1=NOC(C1)C(=O)OCC)(F)F ethyl 3-[3-(trifluoromethoxy) phenyl]-4,5-dihydro-1,2-oxazole-5-carboxylate